BrN1N=C(C=C1C)Cl Bromo-3-chloro-5-methyl-1H-pyrazole